5,7-dioxa-15-azatetracyclo[9.3.1.02,10.04,8]Pentadecan-2,4(8),9,13-tetraen-12-one C12C3=CC=4OCOC4C=C3C(C(C=C1)=O)N2